2-(2-chloro-5-(trifluoromethyl)thiazol-4-yl)propan-2-ol tert-butyl-(2R,3S,4S)-4-[(tert-butoxycarbonyl)oxy]-3-hydroxy-2-[(4-methoxyphenyl)methyl]pyrrolidine-1-carboxylate C(C)(C)(C)[C@]1(N(C[C@@H]([C@H]1O)OC(=O)OC(C)(C)C)C(=O)OC(C)(C)C=1N=C(SC1C(F)(F)F)Cl)CC1=CC=C(C=C1)OC